C(CC(=O)O)(=O)O.C1(CC1)N1C=C(C(C2=CC(=C(C(=C12)F)C=1C=C2CCN(C2=CC1)CC=1C(=NC(=NC1)N)N)F)=O)C(=O)OCC Ethyl 1-cyclopropyl-7-(1-((2,4-diaminopyrimidin-5-yl)methyl)indolin-5-yl)-6,8-difluoro-4-oxo-1,4-dihydroquinoline-3-carboxylate malonate